ClC1=NN(C=C1C1=NC=CC(=N1)NC=1N=CC2=C(C=CC(=C2C1)C(C)C)N1[C@@H]([C@H](C1)CS(=O)(=O)C)C)C1C(CC1)(C)OC N-(2-(3-chloro-1-(2-methoxy-2-methylcyclobutyl)-1H-pyrazol-4-yl)pyrimidin-4-yl)-5-isopropyl-8-((2R,3S)-2-methyl-3-((methanesulfonyl)methyl)azetidin-1-yl)isoquinolin-3-amine